3-bromo-5-carbamoyl-2-(2-hydroxypentadecan-2-yl)-[1,2]selenazolo[2,3-a]pyridin-8-ium chloride [Cl-].BrC1=C([Se][N+]=2C1=CC(=CC2)C(N)=O)C(C)(CCCCCCCCCCCCC)O